C(C=C)(=O)N1CC(CC1)C=1N=C(N2C(=NC=CC21)N)C2=C(C=C(C(=O)NC1=NC=CC=C1)C=C2)F 4-(1-(1-acryloylpyrrolidin-3-yl)-5-aminoimidazo[1,5-c]pyrimidin-3-yl)-3-fluoro-N-(pyridin-2-yl)benzamide